(2R,3S,5R)-N-(3-chloro-4-hydroxyphenyl)-2-(4-(cyclopentylamino)phenyl)-1-(2,6-difluorobenzoyl)-5-(trifluoromethyl)piperidine-3-carboxamide ClC=1C=C(C=CC1O)NC(=O)[C@@H]1[C@@H](N(C[C@@H](C1)C(F)(F)F)C(C1=C(C=CC=C1F)F)=O)C1=CC=C(C=C1)NC1CCCC1